Methyl 4-(((4-((7-fluoroquinazolin-4-yl)amino)pentyl)(2-hydroxyethyl)amino)methyl)benzoate FC1=CC=C2C(=NC=NC2=C1)NC(CCCN(CCO)CC1=CC=C(C(=O)OC)C=C1)C